Methyl-D3-amine hydrochloride [2H]C([2H])([2H])N.Cl